COC1(CCN(CC1)C(=O)OC(C)(C)C)C=1C=NC(=NC1)N1[C@@H](C=2C=3C=C(N=NC3NC2CC1)C1=C(C=CC=C1)OCOC)C tert-butyl 4-methoxy-4-[2-[(3R)-12-[2-(methoxymethoxy)phenyl]-3-methyl-4,8,10,11-tetrazatricyclo[7.4.0.02,7]trideca-1(9),2(7),10,12-tetraen-4-yl]pyrimidin-5-yl]piperidine-1-carboxylate